2-Chloro-7-methyl-9-(tetrahydro-2H-pyran-4-yl)-7,9-dihydro-8H-purin-8-one ClC1=NC=C2N(C(N(C2=N1)C1CCOCC1)=O)C